6-allylsulfanyl-N,N-bis[(4-methoxyphenyl)methyl]-5-(trifluoromethyl)pyridin-2-amine C(C=C)SC1=C(C=CC(=N1)N(CC1=CC=C(C=C1)OC)CC1=CC=C(C=C1)OC)C(F)(F)F